5-(3,3-Dicyanopropylsulfanyl)-3-ethylsulfanylpyridin-2-carboxamid C(#N)C(CCSC=1C=C(C(=NC1)C(=O)N)SCC)C#N